diisobutoxy-ortho-xylene C(C(C)C)OC=1C(=C(C(=CC1)C)C)OCC(C)C